C(C=C)(=O)O.C(C=C)(=O)O.C(C=C)(=O)O.OCCN1C(N(C(N(C1=O)CCO)=O)CCO)=O tri(2-hydroxyethyl)-isocyanuric acid triacrylate